C1(=CC=CC=C1)C(CC)N1CCNCC1 1-(1-phenylpropyl)piperazine